((5'S,7a'R)-5'-(1-methyl-1H-pyrazol-4-yl)-3'-oxotetrahydro-3'H-spiro[piperidine-4,2'-pyrrolo[2,1-b]oxazol]-1-yl)-[1,2,4]triazolo[1,5-a]pyridine-8-carbonitrile CN1N=CC(=C1)[C@@H]1CC[C@H]2OC3(C(N21)=O)CCN(CC3)C3=NN2C(C(=CC=C2)C#N)=N3